NC=1C=NN(C1)CCC#N 3-(4-amino-1H-pyrazol-1-yl)propanenitrile